C1(=CC(=CC=C1)N(NC=1C=C(C=CC1)C)C(C1=CC=CC=C1)=O)C N,N'-di(m-tolyl)benzoylhydrazine